N-(2-((2-methoxyethoxy)methoxy)-5-(1-oxo-6-(5-(trifluoromethyl)pyrimidin-2-yl)-3,4-dihydroisoquinolin-2(1H)-yl)phenyl)methanesulfonamide COCCOCOC1=C(C=C(C=C1)N1C(C2=CC=C(C=C2CC1)C1=NC=C(C=N1)C(F)(F)F)=O)NS(=O)(=O)C